C(C1=CC=CC=C1)OC1=CC=C(C=C1)C1C(CN(CC1)C(=O)OC(C)(C)C)O Tert-butyl 4-(4-(benzyloxy) phenyl)-3-hydroxypiperidine-1-carboxylate